Cl.F[C@H]1CN(CC1)C1=CC=C(C=N1)C=1C=C2N(N1)C(N(C2)C2=CN=CS2)=O (R)-2-(6-(3-fluoropyrrolidin-1-yl)pyridin-3-yl)-5-(thiazol-5-yl)-4,5-dihydro-6H-imidazo[1,5-b]pyrazol-6-one hydrochloride